N-methyl-3-(3-furyl)propan-1-amine CNCCCC1=COC=C1